[Ti+4].CC(=C)C(=C)C 2,3-dimethyl-1,3-butadiene titanium (IV)